CN(CCNC(NC1=CC=C(C=C1)C=1C=CC2=C(N(C=N2)C2=CC=C(C=C2)NC(COC)=O)C1)=O)C N-(4-(6-(4-(3-(2-(dimethylamino)ethyl)ureido)phenyl)-1H-benzo[d]imidazol-1-yl)phenyl)-2-methoxyacetamide